N-(2-hydroxy-2-methylpropyloxy)-5-methyl-4-oxo-2,3,4,5-tetrahydrobenzo[b][1,4]oxazepin-7-carboxamide OC(CONC(=O)C1=CC2=C(OCCC(N2C)=O)C=C1)(C)C